1-phenyl-3-(4-methoxy-styryl)-5-(4-methoxy-phenyl)pyrazoline C1(=CC=CC=C1)N1NC(=CC1C1=CC=C(C=C1)OC)C=CC1=CC=C(C=C1)OC